CC=1N(C=CN1)C=1C=C(OC(C(C)=O)C)C=CC1 3-(3-(2-methyl-1H-imidazol-1-yl)phenoxy)butan-2-one